[Si](C)(C)(C(C)(C)C)OCC1=C(C(=C(C#N)C(=C1)F)OC)F 4-({[tert-butyl(dimethyl)silyl]oxy}methyl)-3,6-difluoro-2-methoxybenzonitrile